6-(1-methyl-1H-1,2,3-triazole-5-carboxamido)-7-oxohept-2-enoate CN1N=NC=C1C(=O)NC(CCC=CC(=O)[O-])C=O